O=C1C=CC2=C(N=C(N=C2)NC2CCC(CC2)NS(=O)(=O)C)N1[C@@H]1C2(CC2)CCC1 (S)-N-(4-((7-oxo-8-(spiro[2.4]heptan-4-yl)-7,8-dihydropyrido[2,3-d]pyrimidin-2-yl)amino)cyclohexyl)methanesulfonamide